C1(CC1)C1=C(C(=CC=C1)C)NC(=O)C1=NN(C(=CC1=O)C)C1=CC=CC=C1 N-(2-cyclopropyl-6-methylphenyl)-6-methyl-4-oxo-1-phenyl-1,4-dihydropyridazine-3-carboxamide